CNC(=O)N1[C@@H](CCC1)C1CCN(CC1)C1CC2(CN(C2)C(=O)OCC)C1 Ethyl 6-{4-[(2S)-1-(methylcarbamoyl)pyrrolidin-2-yl]piperidin-1-yl}-2-azaspiro[3.3]heptane-2-carboxylate